C(C1=CC=CC=C1)N(C(=O)C=1C(=NC(=NC1)C1NCCC1)NC1=CC=CC=C1)C/C=C/C (E)-4-(N-benzyl-4-anilino-2-tetrahydropyrrolylpyrimidine-5-carboxamido)-2-butene